2-(7-bromo-3-ethylsulfonyl-quinolin-2-yl)-3-fluoro-6-trifluoromethyl-1H-pyrrolo[3,2-b]pyridine BrC1=CC=C2C=C(C(=NC2=C1)C1=C(C2=NC=C(C=C2N1)C(F)(F)F)F)S(=O)(=O)CC